tert-butyl 4-(6-(3,6-dihydro-2H-pyran-4-yl)pyrazolo[1,5-a]pyridin-3-yl)-3,6-dihydropyridine-1(2H)-carboxylate O1CCC(=CC1)C=1C=CC=2N(C1)N=CC2C=2CCN(CC2)C(=O)OC(C)(C)C